FC1=CC=C(CC2=CC3=C(OC(CN3C(=O)OC(C)(C)C)C)N=C2)C=C1 tert-butyl 7-(4-fluorobenzyl)-3-methyl-2,3-dihydro-1H-pyrido[2,3-b][1,4]oxazine-1-carboxylate